(2-((5-bromo-2-((2-methoxy-5-methyl-4-(4-(4-methylpiperazin-1-yl) piperidin-1-yl) phenyl) amino) pyrimidin-4-yl) amino)-5-methylphenyl) dimethylphosphite CP(OC1=C(C=CC(=C1)C)NC1=NC(=NC=C1Br)NC1=C(C=C(C(=C1)C)N1CCC(CC1)N1CCN(CC1)C)OC)([O-])([O-])C